C1(CC1)CC(=O)ON1C(C2=CC=CC=C2C1=O)=O 1,3-dioxoisoindolin-2-yl 2-cyclopropylacetate